1-(4-Fluorophenyl)-6-methyl-5-(3-methylpiperidin-4-yl)-1H-indazole FC1=CC=C(C=C1)N1N=CC2=CC(=C(C=C12)C)C1C(CNCC1)C